2-[(6-bromo-3-morpholinosulfonyl-4-quinolinyl)amino]-6-methoxy-benzoic acid BrC=1C=C2C(=C(C=NC2=CC1)S(=O)(=O)N1CCOCC1)NC1=C(C(=O)O)C(=CC=C1)OC